OC(CC(C(C)(C)C=1C(=C(C=CC1)C1=C(C=C(C=C1C)C)C)OC)=O)C(C)(C)C=1C(=C(C=CC1)C1=C(C=C(C=C1C)C)C)OC 5-hydroxy-2,6-bis(2-methoxy-2',4',6'-trimethyl-[1,1'-biphenyl]-3-yl)-2,6-dimethylheptan-3-one